tert-butyl (2S)-4-(7-(8-chloronaphthalen-1-yl)-2-(methylsulfinyl)-5,6,7,8-tetrahydropyrido[3,4-d]pyrimidin-4-yl)-2-(cyanomethyl)piperazine-1-carboxylate ClC=1C=CC=C2C=CC=C(C12)N1CC=2N=C(N=C(C2CC1)N1C[C@@H](N(CC1)C(=O)OC(C)(C)C)CC#N)S(=O)C